Cl.N[C@H](C)C=1C(=C(N)C=CC1)OC (R)-3-(1-aminoethyl)-2-methoxyaniline hydrochloride